C1=C(C=CC=2OC3=C(C21)C=CC=C3)OCC3=C(C=C(C=N3)OCCN(C)CC#N)F {[2-({6-[(dibenzo[b,d]furan-2-yloxy)methyl]-5-fluoropyridin-3-yl}oxy)ethyl](methyl)amino}acetonitrile